2-({2-Oxo-1-[cis-4-[(3-methoxy-4-methylphenyl)carbamoyl]cyclohexyl]-2,3-dihydro-1H-1,3-benzodiazol-4-yl}sulfonyl)acetic acid O=C1NC2=C(N1[C@@H]1CC[C@@H](CC1)C(NC1=CC(=C(C=C1)C)OC)=O)C=CC=C2S(=O)(=O)CC(=O)O